COC(CO[C@H]1CN(CC1)C1=CC=C(C=C1)C1C(NC(CC1)=O)=O)OC 3-[4-[(3R)-3-(2,2-dimethoxyethoxy)pyrrolidin-1-yl]phenyl]piperidine-2,6-dione